Cl.FC(C1=CC=C(C=C1)CO)(F)F (4-trifluoromethyl-phenyl)-methanol, hydrochloride salt